1-(2-Morpholinoethyl)-1H-pyrazole-5-carboxylic acid methyl ester COC(=O)C1=CC=NN1CCN1CCOCC1